FC1=CC=CC(=N1)N1C[C@@H](CCC1)O (3R)-1-(6-fluoropyridin-2-yl)piperidin-3-ol